1-((4-benzylsulfanyl-2,6-difluoro-phenyl)methyl)-7-methoxy-3-methyl-imidazo[4,5-c][1,8]naphthyridin-2-one C(C1=CC=CC=C1)SC1=CC(=C(C(=C1)F)CN1C(N(C=2C=NC=3N=C(C=CC3C21)OC)C)=O)F